6-chloro-1,4,4,9-tetramethyl-8-(1-methylsulfonyl-1H-indol-4-yl)-5H-[1,2,4]triazolo[4,3-a]quinoxaline ClC1=C2NC(C=3N(C2=C(C(=C1)C1=C2C=CN(C2=CC=C1)S(=O)(=O)C)C)C(=NN3)C)(C)C